(benzyloxy)-9-oxononanoic acid-d2 C(C1=CC=CC=C1)OC(C(C(=O)O)([2H])[2H])CCCCCC=O